C1(CCCCC1)(CO)CO (1S,2S)-cyclohexanedimethanol